N-((cis)-3-(5-chloro-2-cyanophenyl)cyclobutyl)-1-((S)-3-((1R,5S)-2-oxo-3-azabicyclo[3.1.0]hexan-3-yl)-6,7-dihydro-5H-cyclopenta[c]pyridin-7-yl)-1H-1,2,3-triazole-4-carboxamide ClC=1C=CC(=C(C1)[C@H]1C[C@H](C1)NC(=O)C=1N=NN(C1)[C@H]1CCC2=C1C=NC(=C2)N2C([C@@H]1C[C@@H]1C2)=O)C#N